C(C)(C)(C)C1N2C(C=3N(N=C4C(=CC=CC34)OCC3(COC3)C)C1)=CC(C(=C2)C(=O)O)=O 6-(tert-butyl)-10-((3-methyloxetan-3-yl)methoxy)-2-oxo-6,7-dihydro-2H-pyrido[2',1':3,4]pyrazino[1,2-b]indazole-3-carboxylic acid